FC1=C(C=C(C=C1)C)C=1CCCC2=C(C1C1=CC=C(C=C1)CC1CN(C1)CCCF)C=CC=C2 8-(2-Fluoro-5-methylphenyl)-9-(4-((1-(3-fluoropropyl)azetidin-3-yl)methyl)phenyl)-6,7-dihydro-5H-benzo[7]annulen